BrC(C(=O)C=1N=CC(=NC1NCC1=CC=C(C=C1)OC)CCN(C(OCC1=CC=CC=C1)=O)C)C(CC)=O benzyl (2-(5-(2-bromo-3-oxopentanoyl)-6-((4-methoxybenzyl)amino)pyrazin-2-yl)ethyl)(methyl)carbamate